C(CCCCCCCCCCCCCCCCC)(=O)[O-].[K+] potassium octadecanoate salt